C(C)(C)C1=CC=CC=C1 4-isopropylbenzene